(5-amino-2-(3-aminoprop-1-yn-1-yl)phenyl)methanol NC=1C=CC(=C(C1)CO)C#CCN